Methyl 4-(5-methyl-2-((1-((1R,3s,5S)-8-(2,2,2-trifluoroethyl)-8-azabicyclo[3.2.1]octan-3-yl)-1H-pyrazol-4-yl)amino)pyrimidin-4-yl)benzoate CC=1C(=NC(=NC1)NC=1C=NN(C1)C1C[C@H]2CC[C@@H](C1)N2CC(F)(F)F)C2=CC=C(C(=O)OC)C=C2